(1-((1-((tert-Butyldimethylsilyl)oxy)cyclopropyl)methyl)-3-(5-fluoropyridin-2-yl)-1H-pyrazol-5-yl)methanol [Si](C)(C)(C(C)(C)C)OC1(CC1)CN1N=C(C=C1CO)C1=NC=C(C=C1)F